4-methoxy-7-(tetrahydro-2H-pyran-4-yl)thiazolo[4,5-c]pyridin-2-amine COC1=NC=C(C2=C1N=C(S2)N)C2CCOCC2